CC=1C=2N(C=C(N1)C)C=C(C2)C=2N=C1N(C(C2)=O)C=C(C=C1)C=1CCNCC1 2-(1,3-dimethylpyrrolo[1,2-a]pyrazin-7-yl)-7-(1,2,3,6-tetrahydropyridin-4-yl)-4H-pyrido[1,2-a]pyrimidin-4-one